3-Methacryloxypropyl-methyldimethoxysilane tert-butyl-4-(7-(5-chloropyridin-3-yl)-5-cyclopropyl-7H-pyrrolo[2,3-d]pyrimidin-4-yl)-3-methylpiperazine-1-carboxylate C(C)(C)(C)OC(=O)N1CC(N(CC1)C=1C2=C(N=CN1)N(C=C2C2CC2)C=2C=NC=C(C2)Cl)C.C(C(=C)C)(=O)OCCC[Si](OC)(OC)C